N=S(=O)(C1=CC=C(C=C1)NC1=NC=C(C(=N1)N1OCC[C@H]1C1=CC=CC=C1)C(F)(F)F)C imino(methyl)(4-((4-((S)-3-phenylisoxazolidin-2-yl)-5-(trifluoromethyl)pyrimidin-2-yl)amino)phenyl)-λ6-sulfanone